4-(dimethylamino)-2-methylbut-2-en-1-one CN(CC=C(C=O)C)C